CN1N=CC(=C1OCCN)C=1C=C2C(=NN(C2=CC1)C1OCCCC1)C=C 2-[2-methyl-4-(1-tetrahydropyran-2-yl-3-vinyl-indazol-5-yl)pyrazol-3-yl]oxyethylamine